OC=1C=CC(=C2CN(C(C12)=O)CC(C(=O)N)=C)C1=CC=2N(C=C1)N=CC2C=2SC=CC2 2-({7-hydroxy-1-oxo-4-[3-(thiophen-2-yl)pyrazolo[1,5-a]pyridin-5-yl]-2,3-dihydro-1H-isoindol-2-yl}methyl)prop-2-enamide